Chlorobutanol Hemihydrate CC(C)(C(Cl)(Cl)Cl)O.CC(C)(C(Cl)(Cl)Cl)O.O